4-chloro-2-{4,4-dimethyl-9-oxo-7-thia-10,11-diazatricyclo[6.4.0.02,6]dodeca-1(8),2(6),11-trien-10-yl}pyridine-3-carbaldehyde ClC1=C(C(=NC=C1)N1C(C=2SC=3CC(CC3C2C=N1)(C)C)=O)C=O